2-(2-pyrimidin-2-ylphenyl)ethylamine hydrochloride Cl.N1=C(N=CC=C1)C1=C(C=CC=C1)CCN